C(C)C(CN1CCN(CC1)C(=O)NC1=CC(=CC(=C1)OC1=CC=C(C=C1)F)OC1=CC=C(C=C1)C(NCC)=O)CC 4-(2-Ethylbutyl)-N-(3-(4-(ethylcarbamoyl)phenoxy)-5-(4-fluorophenoxy)phenyl)piperazine-1-carboxamide